tert-butyl (3-(6-amino-2,3-difluorophenyl)propyl)(3-(2-bromo-5-chloro-4-fluorobenzamido)-6-methoxy-pyridin-2-yl)carbamate NC1=CC=C(C(=C1CCCN(C(OC(C)(C)C)=O)C1=NC(=CC=C1NC(C1=C(C=C(C(=C1)Cl)F)Br)=O)OC)F)F